2-deoxy-α,β-D-galactose OC1C[C@@H](O)[C@@H](O)[C@H](O1)CO